1-(5-(imidazo[1,2-a]pyridin-6-yl)pyrrolo[2,1-f][1,2,4]triazin-2-yl)-N4,N4-dimethylcyclohexane-1,4-diamine N=1C=CN2C1C=CC(=C2)C=2C=CN1N=C(N=CC12)C1(CCC(CC1)N(C)C)N